n-tetracosyl ethyl ketone C(C)C(=O)CCCCCCCCCCCCCCCCCCCCCCCC